COC1=C(CN2N=CC(=C2C(=O)OCC)[N+](=O)[O-])C=CC(=C1)C(=O)OC ethyl 1-(2-methoxy-4-(methoxycarbonyl)benzyl)-4-nitro-1H-pyrazole-5-carboxylate